4,4-bis(4-fluorophenyl)butyric acid FC1=CC=C(C=C1)C(CCC(=O)O)C1=CC=C(C=C1)F